C(C)(=O)OC[C@H]1O[C@H]([C@@H](C1)OC(C)=O)N1C2=NC(=NC=C2N(C1=O)CC(N1CCCC1)=O)N ((2S,4R,5R)-4-acetoxy-5-(2-amino-8-oxo-7-(2-oxo-2-(pyrrolidin-1-yl)ethyl)-7,8-dihydro-9H-purin-9-yl)tetrahydrofuran-2-yl)methyl acetate